FC=1C=C(C=CC1)\C=N\NC(=O)N (2E)-2-[(3-fluorophenyl)methylidene]hydrazine-1-carboxamide